(Z)-2-(5-(4-hydroxy-2-methoxybenzylidene)-4-oxo-2-thioxothiazolidin-3-yl)acetic acid OC1=CC(=C(\C=C/2\C(N(C(S2)=S)CC(=O)O)=O)C=C1)OC